C(=CC)P(O)(=O)O propenephosphonic acid